2-Methyl-2-Butanol 2-(tert-Butyl)3-ethyl-2-azabicyclo[4.1.0]heptane-2,3-dicarboxylate C(C)(C)(C)C12N(C(CCC2C1)(C(=O)O)CC)C(=O)OC(C)(CC)C